BrC1=CC2=C(C=3C(NC(C13)C1=C(C=CC(=C1)F)Cl)=O)CCS2(=O)=O 4-bromo-3-(2-chloro-5-fluorophenyl)-2,3,7,8-tetrahydro-1H-thieno[3,2-e]isoindol-1-one 6,6-dioxide